(S)-5-(5-(5-fluoro-2-methoxypyridin-4-yl)-1H-pyrazole-3-carbonyl)-N-((1r,4S)-4-hydroxy-4-(trifluoromethyl)cyclohexyl)-5-azaspiro[3.5]nonane-8-carboxamide FC=1C(=CC(=NC1)OC)C1=CC(=NN1)C(=O)N1C2(CCC2)C[C@H](CC1)C(=O)NC1CCC(CC1)(C(F)(F)F)O